1-(3-(2,3-dihydrobenzo[b][1,4]dioxin-6-yl)-6-(4,4,4-trifluorobutyl)pyrazin-2-yl)piperidine-4-carboxylic acid O1C2=C(OCC1)C=C(C=C2)C=2C(=NC(=CN2)CCCC(F)(F)F)N2CCC(CC2)C(=O)O